C(=CC)SSC(CC)C (-)-1-Methylpropyl 1-propenyl disulphide